N(=[N+]=[N-])CCOCCOCCOC1O[C@@H]([C@H]([C@@H]([C@H]1O)O)O)CO (3R,4S,5S,6R)-2-(2-(2-(2-azidoethoxy)ethoxy)ethoxy)-6-(hydroxymethyl)tetrahydro-2H-pyran-3,4,5-triol